ClC=1C(=CC2=C(C(=NO2)N)C1OC)COC 5-Chloro-4-methoxy-6-(methoxymethyl)benzo[d]isoxazol-3-amine